9-Fluoro-3-(hydroxymethyl)-6,7-dihydro-1H,5H-pyrido[3,2,1-ij]quinolin-1-one FC=1C=C2C(C=C(N3C2=C(C1)CCC3)CO)=O